CC(C(=O)OCC)(CCCCCCl)C ethyl 2,2-dimethyl-7-chloroheptanoate